6-(trimethylstannyl)-1,7-naphthyridine C[Sn](C=1C=C2C=CC=NC2=CN1)(C)C